[1-[4-[methyl(tetra-hydropyran-4-yl)amino]-5-oxido-6,7-dihydro-thieno[3,2-d]pyrimidin-5-ium-2-yl]azetidin-3-yl] 3-hydroxycyclobutane-carboxylate OC1CC(C1)C(=O)OC1CN(C1)C=1N=C(C2=C(N1)CC[S+]2[O-])N(C2CCOCC2)C